BrC=1C=C(C=CC1)NC(=O)NC=1SC(=C(N1)C)C1=NC(=NC=C1)NC 1-(3-bromophenyl)-3-(4-methyl-5-(2-(methylamino)pyrimidin-4-yl)thiazol-2-yl)urea